C(CCC)NCCCC N,N-dibutyl-amine